(1S)-N-(7-chloro-6-(1-((3R,4R)-4-fluoro-3-methyltetrahydrofuran-3-yl)piperidin-4-yl)isoquinolin-3-yl)-2-(2-hydroxypropan-2-yl)cyclopropane-1-carboxamide ClC1=C(C=C2C=C(N=CC2=C1)NC(=O)[C@@H]1C(C1)C(C)(C)O)C1CCN(CC1)[C@@]1(COC[C@@H]1F)C